dipropyl ethanedioate C(C(=O)OCCC)(=O)OCCC